Fmoc-(α-aminoisobutyric acid) C(=O)(OCC1C2=CC=CC=C2C2=CC=CC=C12)CC(C(=O)O)(C)N